14-prop-2-en-1-yl-3,5,7,14,17,23,27-heptaazatetracyclo[19.3.1.12,6.18,12]heptacosa-1(25),2(27),3,5,8(26),9,11,21,23-nonaen-16-one C(C=C)N1CC2=CC=CC(NC3=NC=NC(C=4C=NC=C(CCCNC(C1)=O)C4)=N3)=C2